(S)-3-(3-(1-(5,7-difluoro-3-methylbenzofuran-2-yl)-2-methylpropyl)ureido)benzamide Tert-butyl-N-{[2-(dimethylamino)ethyl](1-methyl-1H-pyrazol-4-yl)sulfamoyl}-carbamate C(C)(C)(C)OC(NS(N(C=1C=NN(C1)C)CCN(C)C)(=O)=O)=O.FC=1C=C(C2=C(C(=C(O2)[C@H](C(C)C)NC(NC=2C=C(C(=O)N)C=CC2)=O)C)C1)F